6-chloro-3-((1-(2-fluorobenzoyl)-4-hydroxypiperidin-4-yl)methyl)-7-(4-((3r,6s)-6-methylmorpholin-3-yl)phenyl)-3,7-dihydro-4H-pyrrolo[2,3-d]pyrimidin-4-one ClC1=CC2=C(N=CN(C2=O)CC2(CCN(CC2)C(C2=C(C=CC=C2)F)=O)O)N1C1=CC=C(C=C1)[C@H]1NC[C@@H](OC1)C